ClC1=CC2=C(N=C(N=C2N2CCNCC2)O[C@@H](C=O)C)C(=N1)OC1=C2C=NNC2=CC(=C1Cl)F (2R)-2-[6-chloro-8-[(5-chloro-6-fluoro-1H-indazol-4-yl)oxy]-4-piperazin-1-yl-pyrido[3,4-d]pyrimidin-2-yl]oxypropanal